1-(Acetyloxy)ethyl (3R)-3-{[5-(2-chloro-5-cyanophenyl)-1-trityl-1H-indazol-3-yl]carbamoyl}piperidine-1-carboxylate ClC1=C(C=C(C=C1)C#N)C=1C=C2C(=NN(C2=CC1)C(C1=CC=CC=C1)(C1=CC=CC=C1)C1=CC=CC=C1)NC(=O)[C@H]1CN(CCC1)C(=O)OC(C)OC(C)=O